3-(2-chlorophenyl)prop-2-yn-1-ol ClC1=C(C=CC=C1)C#CCO